C(CCC)N(C1=CC=C(C=C1)C(=O)C1=CC=C(C=C1)N(CCCC)CCCC)CCCC bis(4-(di-n-butylamino)phenyl)methanone